Tert-Butyl 4-hydroxy-4-(3-(hydroxy methyl)-6-methylpyridin-2-yl)piperidine-1-carboxylate OC1(CCN(CC1)C(=O)OC(C)(C)C)C1=NC(=CC=C1CO)C